(S)-5-((4-((2-hydroxy-1-phenylethyl)amino)-5-(3-(pyridin-2-yl)-1,2,4-oxadiazol-5-yl)pyridin-2-yl)amino)-3,3-dimethyl-[1,2]oxaborolo[4,3-b]pyridin-1(3H)-ol OC[C@H](C1=CC=CC=C1)NC1=CC(=NC=C1C1=NC(=NO1)C1=NC=CC=C1)NC1=CC=C2C(=N1)C(OB2O)(C)C